2-({4-[5-(trifluoromethyl)-1,2,4-oxadiazol-3-yl]phenyl}methyl)-1,2-oxazinan-3-one FC(C1=NC(=NO1)C1=CC=C(C=C1)CN1OCCCC1=O)(F)F